5-(3-chlorophenyl)-3-(5'-fluoro-4,6'-dimethyl-[3,4'-bipyridin]-2'-yl)-1,2,4-oxadiazole ClC=1C=C(C=CC1)C1=NC(=NO1)C1=NC(=C(C(=C1)C=1C=NC=CC1C)F)C